2-(2-(5-methyl-2-((tetrahydro-2H-pyran-4-yl)amino)pyrimidin-4-yl)-4-oxo-6,7-dihydrothieno[3,2-c]pyridin-5(4H)-yl)propanamide CC=1C(=NC(=NC1)NC1CCOCC1)C1=CC=2C(N(CCC2S1)C(C(=O)N)C)=O